C1(CC1)C(=O)N1[C@H]([C@H](CC1)NS(=O)(=O)C)CC1=NC(=CC=C1)C1=CC(=CC=C1)F N-(cis-1-(cyclopropylcarbonyl)-2-((6-(3-fluorophenyl)pyridin-2-yl)methyl)pyrrolidin-3-yl)methanesulfonamide